N-[5-[5-[(3-methoxyazetidin-3-yl)methoxy]-2-(trifluoromethyl)-4-pyridyl]pyrazolo[1,5-a]pyridin-2-yl]cyclopropanecarboxamide COC1(CNC1)COC=1C(=CC(=NC1)C(F)(F)F)C1=CC=2N(C=C1)N=C(C2)NC(=O)C2CC2